tert-butyl N-[2-[4-[[1-[2-[4-[2-fluoro-5-[(4-oxo-3H-phthalazin-1-yl)methyl]benzoyl]piperazin-1-yl]-2-oxo-ethyl]-4-piperidyl]oxy]piperidine-1-carbonyl]-5-phenyl-3-pyridyl]carbamate FC1=C(C(=O)N2CCN(CC2)C(CN2CCC(CC2)OC2CCN(CC2)C(=O)C2=NC=C(C=C2NC(OC(C)(C)C)=O)C2=CC=CC=C2)=O)C=C(C=C1)CC1=NNC(C2=CC=CC=C12)=O